CC1=C(OC2=C(C=C(C=C2C1=O)C)[C@@H](C)NC1=CC=C(C(=C1C(=O)O)F)F)C1=CC2=CN(N=C2C=C1)C 6-[[(1R)-1-[3,6-Dimethyl-2-(2-methylindazol-5-yl)-4-oxo-chromen-8-yl]-ethyl]amino]-2,3-difluoro-benzoic acid